NCCOCCN1N=CC=C1C(=O)NC1=NNC2=CC=C(C=C12)CC1=CC(=CC(=C1)F)F 2-[2-(2-aminoethoxy)ethyl]-N-[5-[(3,5-difluorophenyl)methyl]-1H-indazol-3-yl]pyrazole-3-carboxamide